2,4-dichloro-5-(1-methanesulfonylethyl)pyrimidine ClC1=NC=C(C(=N1)Cl)C(C)S(=O)(=O)C